C1[C@H]([C@@H]([C@H]([C@@H](O1)OCCCCN)O)O)O The molecule is a glycoside that is beta-D-xylose in which the hydrogen of the anomeric hydroxy group is replaced by a 4-aminobutyl group. A synthetic version of the beta-xylosyl glycoside (BXG) epitope from the major peanut allergen glycoprotein Arachis hypogaea h2 (Ara-h2). It has a role as an epitope. It is a glycoside and a xylose derivative. It derives from a beta-D-xylose.